CNC=1C=C(C(=O)NC2CCC(CC2)NC2=CC(=NC3=CC=C(C=C23)Cl)C(F)(F)F)C=CC1 3-(methylamino)-N-[(1s,4s)-4-{[6-chloro-2-(trifluoromethyl)quinolin-4-yl]amino}cyclohexyl]benzamide